NC(CP(OC(C(CO)(C)C)=O)([O-])=O)=NO (2-amino-2-(hydroxyimino)ethyl)phosphonic acid, hydroxypivalyl ester